N(=[N+]=[N-])C1C(CN(C1)C(=O)C1(CC1)C(F)(F)F)(F)F (4-azido-3,3-difluoropyrrolidin-1-yl)(1-(trifluoromethyl)cyclopropyl)methanone